Cl.CC1(CC1)N 1-methylcyclopropane-1-amine hydrochloride Salt